N-(tert-butyl)-2,5-dimethylbenzenesulfonamide C(C)(C)(C)NS(=O)(=O)C1=C(C=CC(=C1)C)C